ClC1=CC=C(C(=O)NCC=2C=C3CCCN(C3=CC2)C(CC(C)C)=O)C=C1 4-Chloro-N-{[1-(3-methylbutanoyl)-1,2,3,4-tetrahydrochinolin-6-yl]methyl}benzamid